(3R,4R)-1-cyclopropylmethyl-4-{[3-(2,4-difluoro-phenyl)-isoxazole-5-carbonyl]-amino}-piperidine-3-carboxylic acid ((R)-1-pyrazin-2-yl-ethyl)-amide N1=C(C=NC=C1)[C@@H](C)NC(=O)[C@@H]1CN(CC[C@H]1NC(=O)C1=CC(=NO1)C1=C(C=C(C=C1)F)F)CC1CC1